NCC(COC=1C=NN(C1)C)O 1-amino-3-[(1-methylpyrazol-4-yl)oxy]propan-2-ol